CC1(C=CN(N1)CC1CCN(CC1)C1=CC=NC=C1)C(=O)OC methyl 5-methyl-2-((1-(pyridin-4-yl) piperidin-4-yl) methyl)-1H-pyrazole-5-carboxylate